Phosphoric acid mono-{2-cyclopropyl-6-oxo-1-propyl-8-[1-(3-trifluoromethyl-benzyl)-1H-pyrazol-4-yl]-1,6-dihydro-purin-7-ylmethyl} ester C1(CC1)C=1N(C(C=2N(C(=NC2N1)C=1C=NN(C1)CC1=CC(=CC=C1)C(F)(F)F)COP(O)(O)=O)=O)CCC